C(C=C)(=O)NCCC[SiH2]C(O[Si](C)(C)C)O[Si](C)(C)C acrylamidopropylbis(trimethylsiloxy)methylsilane